FC1=C(C=C(COC2CN(C2)C(=O)N2C[C@@H]3[C@@H](OCC(N3)=O)CC2)C=C1)OC (4aR,8aS)-6-(3-((4-fluoro-3-methoxybenzyl)oxy)azetidine-1-carbonyl)hexahydro-2H-pyrido[4,3-b][1,4]oxazin-3(4H)-one